C1(CCC1)N1C(=NC2=C1C=CC=C2)C=2N(C(C(=C(N2)C(=O)NC2=CN=NC=C2)OC)=O)C 2-(1-cyclobutyl-1H-1,3-benzodiazol-2-yl)-5-methoxy-1-methyl-6-oxo-N-(pyridazin-4-yl)-1,6-dihydropyrimidine-4-carboxamide